methyl 3-(3-fluorophenyl)-1-methyl-1H-indazole-7-carboxylate FC=1C=C(C=CC1)C1=NN(C2=C(C=CC=C12)C(=O)OC)C